(R)-N-(2-(4-Cyanothiazolidin-3-yl)-2-oxoethyl)-6-(3,3-difluoroazetidin-1-yl)-quinoline-4-carboxamide C(#N)[C@H]1N(CSC1)C(CNC(=O)C1=CC=NC2=CC=C(C=C12)N1CC(C1)(F)F)=O